Cl.C(C)(C)NN isopropylhydrazine hydrogenchloride salt